FC1=C(C(=O)N[C@@H](C(=O)N2CCC3(CC2)C(CN(C(C3)=O)C)C3=CC(=CC=C3)F)C(C)C)C=C(C=C1)C(F)(F)F 2-fluoro-N-((2R)-1-(7-(3-fluorophenyl)-9-methyl-10-oxo-3,9-diazaspiro[5.5]undecan-3-yl)-3-methyl-1-oxobutan-2-yl)-5-(trifluoromethyl)benzamide